C(C1=CC=CC=C1)OC(=O)N[C@H](C(=O)O)CCC1=CC=CC=C1 (S)-2-(((benzyloxy)carbonyl)amino)-4-phenylbutyric acid